N[C@@H](CCSC)C(=O)O.[S] sulfur (methionine)